Hydroxypyrazole cadmium [Cd].OC1=NNC=C1